N[Sn](CCCC)(CCCC)N Bis(amino)dibutyl-tin